amino-1-(1H-benzo[d]imidazol-4-yl)-7-cyclopropylpyrido[2,3-d]pyrimidin-2(1H)-one NC=1C2=C(N(C(N1)=O)C1=CC=CC=3NC=NC31)N=C(C=C2)C2CC2